ClC=1C=CC(=NC1C(=O)N1CCN(CC1)CC1=CC=C(C=C1)Cl)C=1N=C(SC1)NC(OC(C)(C)C)=O tert-butyl (4-(5-chloro-6-(4-(4-chlorobenzyl)piperazine-1-carbonyl)pyridin-2-yl)-thiazol-2-yl)carbamate